S1C(=NC2=C1C=CC=C2)NC(=O)C2CC(CCC2)C N-(1,3-benzothiazol-2-yl)-3-methylcyclohexane-1-carboxamide